C1(CCCCC1)CNC(OC1=CC(=C(C=C1)OC)C=1C=NC=C(C1)C=1SC=CC1)=O 4-methoxy-3-(5-(thiophen-2-yl)pyridin-3-yl)phenyl (cyclohexylmethyl)carbamate